7-methyl-9-[[4-[1-methyl-4-(trifluoromethyl)imidazol-2-yl]phenyl]methyl]-2-[2-(trifluoromethoxy)-3-pyridinyl]purin-8-imine CN1C(N(C2=NC(=NC=C12)C=1C(=NC=CC1)OC(F)(F)F)CC1=CC=C(C=C1)C=1N(C=C(N1)C(F)(F)F)C)=N